BrC=1C=C(C2=CC=CC=C2C1)I 3-Bromo-1-iodonaphthalene